NCCCCN(C(C1=C(C=C(C=C1)NC=1C=2N(C=CN1)C(=CN2)C2=CC=C(C=C2)OC(F)F)C)=O)C N-(4-aminobutyl)-4-[[3-[4-(difluoromethoxy)phenyl]imidazo[1,2-a]pyrazin-8-yl]amino]-N,2-dimethyl-benzamide